2-{[(3S)-3-{3-[(4-cyano-2-fluorophenoxy)methyl]-4-fluorophenyl}pyrrolidin-1-yl]methyl}-4-fluoro-1-{[(2S)-oxetan-2-yl]methyl}-1H-1,3-benzodiazole-6-carboxylic acid C(#N)C1=CC(=C(OCC=2C=C(C=CC2F)[C@H]2CN(CC2)CC2=NC3=C(N2C[C@H]2OCC2)C=C(C=C3F)C(=O)O)C=C1)F